C1(CC1)N1C(=NC(=C1)C(F)(F)F)C1=CC=C(C=C1)CN1C(C(=CC2=C1N=C(N=C2)C=2C(=NC=NC2OC)C2CC2)C=2C=NN(C2)CC)=O 8-({4-[1-cyclopropyl-4-(trifluoromethyl)imidazol-2-yl]phenyl}methyl)-2-(4-cyclopropyl-6-methoxypyrimidin-5-yl)-6-(1-ethylpyrazol-4-yl)pyrido[2,3-d]pyrimidin-7-one